CN(CCCC(=O)OC1CC(CC1)CC(=O)OC(CCCCCCCCC1C(C1)CCCCCCCC)CCCCCCCCC1C(C1)CCCCCCCC)C 3-(2-((1,17-bis(2-octylcyclopropyl)heptadecan-9-yl)oxy)-2-oxoethyl)cyclopentyl 4-(dimethylamino)butanoate